6-amino-4-[[3-chloro-4-(2-pyridylmethoxy)phenyl]amino]-7-ethoxy-quinoline-3-carbonitrile NC=1C=C2C(=C(C=NC2=CC1OCC)C#N)NC1=CC(=C(C=C1)OCC1=NC=CC=C1)Cl